2-[[5-(1-methylpyrazol-3-yl)-2-(trifluoromethyl)phenyl]methylamino]-5-propyl-4H-[1,2,4]triazolo[1,5-a]pyrimidin-7-one CN1N=C(C=C1)C=1C=CC(=C(C1)CNC1=NN2C(NC(=CC2=O)CCC)=N1)C(F)(F)F